C1(=CC=CC=C1)C(C(CC(=O)C1=CC=CC=C1)C1=CC=C(C=C1)C)=O 1,4-diphenyl-2-(p-tolyl)butane-1,4-dione